ClC=1C=C2C(=NC1OC)C(=C(N2C)C2=NNC(=N2)[C@H](C(F)(F)F)OC)C=2C=NNC2 (R)-6-chloro-5-methoxy-1-methyl-3-(1H-pyrazol-4-yl)-2-(5-(2,2,2-trifluoro-1-methoxy-ethyl)-1H-1,2,4-triazol-3-yl)-1H-pyrrolo[3,2-b]pyridine